C(CCCCC(C)C)P(=O)(CCCCCC(C)C)CC(CC(=O)C1=CC=C(C=C1)CCCCCCCC)=O 4-diisooctylphosphoryl-1-(4-octylphenyl)butane-1,3-dione